zinc (II) 5,15-di(4-hydroxyphenyl)porphyrin OC1=CC=C(C=C1)C=1C2=CC=C(N2)C=C2C=CC(C(=C3C=CC(=CC=4C=CC1N4)N3)C3=CC=C(C=C3)O)=N2.[Zn+2]